C1(CC1)CN1N=CC=N1 cyclopropylmethyl-2H-triazole